C(CCCCC)C=1C=C(C=CC1O)SC1=CC(=C(C=C1)O)CCCCCC bis(3-n-hexyl-4-hydroxyphenyl)sulfide